CC(C(=O)N1C[C@H]2N(C3=C(N(C2)C2=CC=C(C=C2)C(F)(F)F)C=CC=N3)CC1)C (S)-2-methyl-1-(5-(4-(trifluoromethyl)phenyl)-5,6,6a,7,9,10-hexahydro-8H-pyrazino[1,2-a]pyrido[3,2-e]pyrazin-8-yl)propan-1-one